N1(CCC1)CC1=C(CNC2=C(C(=C(C(=C2)F)S(=O)(=O)N(C2=NC=NS2)CC2=C(C=C(C=C2)OC)OC)F)Cl)C=CC=C1 4-((2-(azetidin-1-ylmethyl)benzyl)amino)-3-chloro-N-(2,4-dimethoxybenzyl)-2,6-difluoro-N-(1,2,4-thiadiazol-5-yl)benzenesulfonamide